N1(CCNCC1)C1=CC=C(C=N1)N1C(NC(CC1)=O)=O 1-(6-piperazin-1-yl-3-pyridyl)hexahydropyrimidine-2,4-dione